CC(C(=C=O)C)[Si](C1=CC=CC=C1)(C1=CC=CC=C1)C methyl-(methyldiphenylsilyl)dimethylketene